6-(methoxymethyl)-1,4-oxaazepane trifluoroacetate FC(C(=O)O)(F)F.COCC1CNCCOC1